OC=1C=C(C2=COC3=C(C(=CC=C3C2=O)O)O)C=CC1O 3',4',7,8-Tetrahydroxyisoflavone